CC1=CC=C(C=C1)C(CC)O 1-p-methyl-phenylpropanol